FC(C(=O)[O-])(F)F.C(CCCCCCCC)(=O)OCC(CC(=O)O[C@H]1C[NH2+]C[C@@H](C1)OC(CC(COC(CCCCCCCC)=O)COC(CCCCCCCC)=O)=O)COC(CCCCCCCC)=O (3R,5R)-3,5-bis((4-(nonanoyloxy)-3-((nonanoyloxy)methyl)butanoyl)oxy)piperidin-1-ium trifluoroacetate